1,2-bis[(2S,3R)-2-hydroxy-3-amino-4-phenylbutyryl]Hydrazine O[C@H](C(=O)NNC([C@H]([C@@H](CC1=CC=CC=C1)N)O)=O)[C@@H](CC1=CC=CC=C1)N